The molecule is a methyl-branched, trienoic fatty acid consisting of dodeca-2,6,10-trienoic acid having three methyl substituents at the 3-, 7- and 11-positions. It has a role as a signalling molecule. It is a methyl-branched fatty acid, a trienoic fatty acid and an alpha,beta-unsaturated monocarboxylic acid. It derives from a dodeca-2,6,10-trienoic acid. CC(=CCC/C(=C/CC/C(=C/C(=O)O)/C)/C)C